3-(4-(2,8-diphenylimidazo[1,2-a]pyridin-6-yl)phenyl)acrylonitrile C1(=CC=CC=C1)C=1N=C2N(C=C(C=C2C2=CC=CC=C2)C2=CC=C(C=C2)C=CC#N)C1